2-(1-benzothiophene-2-yl)quinoline S1C(=CC2=C1C=CC=C2)C2=NC1=CC=CC=C1C=C2